Beta-D-glucopyranosyl-lactic acid [C@@H]1([C@H](O)[C@@H](O)[C@H](O)[C@H](O1)CO)C(C(=O)O)(O)C